C(C)(C)(C)OC(=O)N1[C@@H]2CN([C@H](C1)C2)C2=C(C=C(C=C2)F)N (1s,4s)-5-(2-amino-4-fluorophenyl)-2,5-diazabicyclo[2.2.1]heptane-2-carboxylic acid tert-butyl ester